O=C1NC(CCC1N1C(C2=CC=C(C=C2C1=O)S(=O)(=O)F)=O)=O 2-(2,6-dioxo-3-piperidyl)-1,3-dioxo-isoindoline-5-sulfonyl fluoride